N[C@@H]1[C@@H](OCC12CCN(CC2)C=2C(=NC(=C(N2)C)C=2C=CC1=CNN=C1C2Cl)CO)C {3-[(3S,4S)-4-amino-3-methyl-2-oxa-8-azaspiro[4.5]dec-8-yl]-6-(7-chloro-2H-indazol-6-yl)-5-methylpyrazin-2-yl}methanol